N1(CCOCC1)CCCCN1CCOCC1 4-[4-(4-morpholinyl)butyl]morpholine